(S)-N-[2-(2-methyl-7,8-dihydro-6H-indeno[5,4-d][1,3]oxazol-8-yl)ethyl]acetamide CC=1OC2=C(N1)C=CC=1CC[C@H](C12)CCNC(C)=O